N-(4-Hydroxyphenyl)-N,1,2-trimethyl-5-(2-{[(3R)-3-methyl-3,4-dihydroisoquinolin-2(1H)-yl]carbonyl}-5-{2-[(phenylacetyl)amino]ethyl}phenyl)-1H-pyrrole-3-carboxamide OC1=CC=C(C=C1)N(C(=O)C1=C(N(C(=C1)C1=C(C=CC(=C1)CCNC(CC1=CC=CC=C1)=O)C(=O)N1CC2=CC=CC=C2C[C@H]1C)C)C)C